C=C1C[C@H]1C[C@@H](C(=O)O)N The molecule is a non-proteinogenic L-alpha-amino acid and a 2-amino-3-(2-methylenecyclopropyl)propanoic acid. It has a role as a phytotoxin and a plant metabolite.